3-(2,6-difluoro-4-((R)-2-methylpiperazin-1-yl)phenyl)piperidine-2,6-dione FC1=C(C(=CC(=C1)N1[C@@H](CNCC1)C)F)C1C(NC(CC1)=O)=O